Cl.Cl.F[C@H]1CN(CC[C@H]1NC1=CC=CC=2N1N=CC2CC(F)(F)F)C N-((3S,4R)-3-fluoro-1-methylpiperidin-4-yl)-3-(2,2,2-trifluoroethyl)pyrazolo[1,5-a]pyridine-7-amine dihydrochloride